β-Dimethylaminoethyl-2-methylbenzhydryl ether citrate salt C(CC(O)(C(=O)O)CC(=O)O)(=O)O.CN(CCC(C1=C(C=CC=C1)C)(C1=CC=CC=C1)OC(C1=C(C=CC=C1)C)(C1=CC=CC=C1)CCN(C)C)C